N[C@H](C(=O)NC=1C=C2C=NC(C2=CC1)=O)CC1=CC=CC=C1 (S)-2-amino-N-(1-oxoisoindol-5-yl)-3-phenylpropionamide